N[C@@H](CCC(=O)N[C@@H](CCCCN)C(=O)O)C(=O)O gamma-glutamyl-Lysine